tert-butyl 4-({[1-(5-bromopyridin-2-yl)piperidin-4-yl]methyl}(methyl)amino)piperidine-1-carboxylate BrC=1C=CC(=NC1)N1CCC(CC1)CN(C1CCN(CC1)C(=O)OC(C)(C)C)C